4,6-dibromobenzo[b]thiophene-5-carbaldehyde BrC1=C(C(=CC=2SC=CC21)Br)C=O